C(C)OC(CCN[C@@H](COCC1=CC=CC=C1)C)=O |r| N-[(+-)-1-(benzyloxy)prop-2-yl]-beta-alanine ethyl ester